N-(5-Chloro-6-(2H-1,2,3-triazol-2-yl)pyridin-3-yl)-1-(1-(4-oxotetrahydrofuran-2-yl)isochinolin-4-yl)-5-(trifluoromethyl)-1H-pyrazol-4-carboxamid ClC=1C=C(C=NC1N1N=CC=N1)NC(=O)C=1C=NN(C1C(F)(F)F)C1=CN=C(C2=CC=CC=C12)C1OCC(C1)=O